2-((4-(4-carbamoyl-1H-benzo[d]imidazol-2-yl)-3-chlorophenyl)amino)-7-cyclopentyl-N,N-dimethyl-7H-pyrrolo[2,3-d]pyrimidine-6-carboxamide C(N)(=O)C1=CC=CC=2NC(=NC21)C2=C(C=C(C=C2)NC=2N=CC1=C(N2)N(C(=C1)C(=O)N(C)C)C1CCCC1)Cl